N=1C=C(N2C1COCC2)C2=CC=C(C(=N2)OC)NC(=O)C=2C(=NOC2C)C2=CC=CC=C2 N-[6-(6,8-dihydro-5H-imidazo[2,1-c][1,4]oxazin-3-yl)-2-methoxy-3-pyridyl]-5-methyl-3-phenyl-isoxazole-4-carboxamide